CC1(C(NC2=C(O1)N=CC=C2)=O)C 3,3-dimethyl-1H,2H,3H-pyrido[2,3-b][1,4]oxazin-2-one